C(CC(C)(C)C)OC(C)=O.NC1=NC=2C=CC=C(C2C2=C1N=C(N2C)COCC)OCCCCNC(CCCCCCCCCCCCCCCCC)=O N-(4-((4-amino-2-(ethoxymethyl)-1-methyl-1H-imidazo[4,5-c]quinolin-9-yl)oxy)butyl)stearamide neohexyl-acetate